SC1CC(C1)N[C@@H]1C[C@H](CC1)NC(OCC1=CC=C(C=C1)[N+](=O)[O-])=O 4-nitrobenzyl ((1S,3S)-3-(((1S,3R)-3-mercaptocyclobutyl)amino)cyclopentyl)carbamate